3-(3-oxo-6-(1-(2-(trifluoromethyl)benzyl)piperidin-4-yl)-1,3-dihydro-2H-indazol-2-yl)piperidine-2,6-dione O=C1N(NC2=CC(=CC=C12)C1CCN(CC1)CC1=C(C=CC=C1)C(F)(F)F)C1C(NC(CC1)=O)=O